(S)-N-(1-cyanoethyl)-4-(2-((1-(1-(cyclopropanecarbonyl)piperidin-4-yl)-1H-pyrazol-4-yl)amino)-5-methylpyrimidin-4-yl)benzamide C(#N)[C@H](C)NC(C1=CC=C(C=C1)C1=NC(=NC=C1C)NC=1C=NN(C1)C1CCN(CC1)C(=O)C1CC1)=O